CN(C1CCC2=CC(=CC=C12)C1=CC(=C(S1)C(=O)N1C[C@H](CC1)NC(OC(C)(C)C)=O)C)C tert-butyl ((3S)-1-(5-(1-(dimethylamino)-2,3-dihydro-1H-inden-5-yl)-3-methylthiophene-2-carbonyl)pyrrolidin-3-yl)carbamate